(3R,3aS,9R,9aS,9bS)-3-((dimethylamino)methyl)-9-hydroxy-6,9-dimethyl-3,3a,4,5,7,8,9,9a-octahydroazuleno[4,5-b]furan CN(C)C[C@H]1[C@H]2[C@H](OC1)[C@H]1[C@](CCC1=C(CC2)C)(C)O